4-(dimethylamino)phenyldiphenylphosphine CN(C1=CC=C(C=C1)P(C1=CC=CC=C1)C1=CC=CC=C1)C